C1(CC1)N1CC2=C3C(C=CC3=C3C(C=C2)=CC=NN3)=N1 4-cyclopropyl-5,11-dihydro-4H-3,4,10,11-tetraazadibenzo[cd,h]azulene